CC1(OC=2C=CC(=CC2C2N3N(CC=C21)C(NC3=O)=O)OC(F)(F)F)C 7,7-dimethyl-11-(trifluoromethoxy)-5,12b-dihydro-1H,7H-chromeno[4,3-c][1,2,4]triazolo[1,2-a]pyridazine-1,3(2H)-dione